1-[3-[[4-(3-bromo-4-fluorophenyl)-5-oxo-4,5-dihydro-1,2,4-oxadiazol-3-yl]methylphenyl]phenyl]-3-propylurea BrC=1C=C(C=CC1F)N1C(=NOC1=O)CC1=C(C=CC=C1)C=1C=C(C=CC1)NC(=O)NCCC